(4R)-4-({(1S)-2-[4,6-bis(trifluoromethyl)-1,3,5-triazin-2-yl]-6-chloro-2,3,4,9-tetrahydro-1H-pyrido[3,4-b]indol-1-yl}methyl)-1,3-dioxolan-2-one FC(C1=NC(=NC(=N1)C(F)(F)F)N1[C@H](C=2NC3=CC=C(C=C3C2CC1)Cl)C[C@H]1OC(OC1)=O)(F)F